2-((2-oxo-7-(pyrrolidin-1-yl)-2H-chromen-3-yl)methylene)malononitrile O=C1OC2=CC(=CC=C2C=C1C=C(C#N)C#N)N1CCCC1